(S)-2-amino-3-(6-(pyridin-2-yl)-1,2,4,5-tetrazin-3-yl)propanoic acid, hydrochloride salt Cl.N[C@H](C(=O)O)CC=1N=NC(=NN1)C1=NC=CC=C1